vanadium(IV) oxide [O-2].[V+4].[O-2]